((1r,5s,6r)-3-(9-(3-methyl-1,2,4-oxadiazol-5-yl)-3-oxa-9-azabicyclo[3.3.1]non-7-yl)-3-azabicyclo[3.1.0]hex-6-yl)(1-azaspiro[3.3]hept-1-yl)methanone CC1=NOC(=N1)N1C2COCC1CC(C2)N2C[C@H]1C([C@H]1C2)C(=O)N2CCC21CCC1